CC1=C(C(CCC1)(C)C)/C=C/C(=C/C=C/C(=C/C=C/C=C(\\C)/C=C/C=C(\\C)/C=C/C2=C(C[C@H](CC2(C)C)O)C)/C)/C The molecule is a carotenol that exhibits antioxidant activity. It has been isolated from fruits such as papaya and oranges. It has a role as a provitamin A, an antioxidant, a biomarker and a plant metabolite. It derives from a hydride of a beta-carotene.